2-[2-(2-hydroxy-4-fluorophenyl)-phenethyl]-N,N-dimethylpiperidinium bromide [Br-].OC1=C(C=CC(=C1)F)C1=C(CCC2[N+](CCCC2)(C)C)C=CC=C1